(S)-N-((S)-1-(5-(2-Ethoxypyrimidin-5-yl)-1H-imidazol-2-yl)-7-oxononyl)-6-methyl-6-azaspiro[2.5]octan-1-carboxamid C(C)OC1=NC=C(C=N1)C1=CN=C(N1)[C@H](CCCCCC(CC)=O)NC(=O)[C@H]1CC12CCN(CC2)C